4-[1-(2-methylquinazolin-4-yl)-2,3-dihydro-1H-indol-5-yl]aniline CC1=NC2=CC=CC=C2C(=N1)N1CCC2=CC(=CC=C12)C1=CC=C(N)C=C1